4-(Cyclopropyl(4-methoxybenzyl)amino)-2-(methylthio)pyrazolo[1,5-a][1,3,5]triazine-8-carbonitrile C1(CC1)N(C1=NC(=NC=2N1N=CC2C#N)SC)CC2=CC=C(C=C2)OC